OC1=C(C=CC=C1)C(CCCCCCCCCCCCCCCCCCC)C1=CC=C(C=C1)O 1-(2-hydroxyphenyl)-1-(4-hydroxyphenyl)eicosane